C(C1=CC=CC=C1)ON=CC(=O)NC1=CC2=CN(N=C2C(=C1F)Br)C 2-((Benzyloxy)imino)-N-(7-bromo-6-fluoro-2-methyl-2H-indazol-5-yl)acetamide